(6-oxospiro[3.3]heptane-2-yl) carbamate C(N)(OC1CC2(C1)CC(C2)=O)=O